4-(1-methyl-7-methylsulfanyl-2-oxo-4H-pyrimido[4,5-d]pyrimidin-3-yl)-3,4-dihydro-1H-isoquinoline-2-carboxylic acid tert-butyl ester C(C)(C)(C)OC(=O)N1CC2=CC=CC=C2C(C1)N1C(N(C2=NC(=NC=C2C1)SC)C)=O